({[(methoxycarbonyl)oxy]methoxy})phosphinic acid COC(=O)OCOP(O)=O